C(C)(C)(C)OC(=O)N1CC(C1)OC=1C=C2C=C(CC2=C(C1)F)CO[Si](C)(C)C(C)(C)C 3-[2-[[tert-butyl-(dimethyl)silyl]oxymethyl]-7-fluoro-inden-5-yl]oxyazetidine-1-carboxylic acid tert-butyl ester